O1CCN(CC1)C1=NC(=CC=2N1C=C(N2)C(=O)N)N/N=C/C=2C=C(C=CC2)C 5-morpholino-7-[(2E)-2-(m-tolylmethylene)hydrazino]imidazo[1,2-c]pyrimidine-2-carboxamide